Cl.FC=1C=C(C=CC1)S(=O)(=O)C1CCNCC1 4-((3-fluorophenyl)sulfonyl)piperidine hydrochloride